CC(C(CCC(=O)O)=O)C 5-Methyl-4-oxohexanoic acid